1-(3-(5-amino-3-(6-((4-(trifluoromethyl)pyridin-2-yl)oxy)pyridin-3-yl)imidazo[1,5-c]pyrimidin-1-yl)pyrrolidin-1-yl)but-2-yn-1-one NC1=NC=CC=2N1C(=NC2C2CN(CC2)C(C#CC)=O)C=2C=NC(=CC2)OC2=NC=CC(=C2)C(F)(F)F